C(=O)(O)C(CC1=CC=C(C=C1)OCCOCC)N1CCN(CCN(CCN(CC1)CC(=O)[O-])C(C(=O)[O-])CC)CC(=O)[O-] 2-[7-{1-carboxy-2-[4-(2-ethoxyethoxy)phenyl]ethyl}-4,10-bis(carboxylatomethyl)-1,4,7,10-tetraazacyclododecan-1-yl]butanoat